C(C1=CC=CC=C1)OC(=O)N1CCNC([C@@H](C1)NC1=NC=2C(=CC=CC2C=2N1N=C(N2)C2=CC=C(C=C2)OC)S(=O)(=O)C)=O (6R)-6-{[7-(methylsulfonyl)-2-(4-methoxyphenyl)[1,2,4]triazolo[1,5-c]quinazolin-5-yl]amino}-5-oxo-1,4-diazacycloheptane-1-carboxylic acid benzyl ester